FCC(OC=1C=C2C(N(C(N(C2=CC1)C1CCN(CC1)C=O)=O)CC=1C=NC(=CC1)N1CCOCC1)=O)CF 4-{6-[2-fluoro-1-(fluoromethyl)ethoxy]-3-[(6-(morpholin-4-yl)pyridin-3-yl)methyl]-2,4-dioxo-3,4-dihydroquinazolin-1(2H)-yl}piperidine-1-carbaldehyde